2-(4-(1,2,4,5-tetrazin-3-yl)phenoxy)ethan-1-ol N1=NC(=NN=C1)C1=CC=C(OCCO)C=C1